tert-Butyl (4R)-4-[(1S)-5-[6-tert-butyl-7-(2-methoxyethyl)-5-methyl-pyrrolo[2,3-b]pyrazin-3-yl]-1-isobutyl-5-oxo-pentyl]-2,2-dimethyl-oxazolidine-3-carboxylate C(C)(C)(C)C1=C(C=2C(=NC(=CN2)C(CCC[C@@H](CC(C)C)[C@H]2N(C(OC2)(C)C)C(=O)OC(C)(C)C)=O)N1C)CCOC